CC1(CC=2N(N=CC2C(=O)O)C1)C 5,5-dimethyl-5,6-dihydro-4H-pyrrolo[1,2-b]pyrazole-3-carboxylic acid